2-(2-(tert-butoxy)ethoxy)-8-((2-chloro-4-cyclopropylphenyl)amino)-7-methyl-3,4-dihydro-2,7-naphthyridine-1,6(2H,7H)-dione C(C)(C)(C)OCCON1C(C2=C(N(C(C=C2CC1)=O)C)NC1=C(C=C(C=C1)C1CC1)Cl)=O